racemic-(2,5-dimethoxyphenyl)(pyridin-2-yl)methanol COC1=C(C=C(C=C1)OC)[C@@H](O)C1=NC=CC=C1 |r|